NC1=NC=CC2=C1N(C(N2C[C@@H]2N(CCC2)C(C(CO)O)=O)=O)C2=CC=C(C=C2)OC2=CC=CC=C2 4-amino-1-(((2R)-1-(2,3-dihydroxypropionyl)pyrrolidin-2-yl)methyl)-3-(4-phenoxyphenyl)-1H-imidazo[4,5-c]pyridin-2(3H)-one